ClC1=C(C=CC(=C1)Cl)C=1CCCC2=C(C1C1=CC=C(C=C1)O[C@@H]1CN(CC1)CCCF)C=CC(=C2)C2=CC=C(C(=O)N)C=C2 (S)-4-(8-(2,4-dichlorophenyl)-9-(4-((1-(3-fluoropropyl)pyrrolidin-3-yl)oxy)phenyl)-6,7-dihydro-5H-benzo[7]annulen-3-yl)benzamide